Pyrazolo[1,5-a]Pyrimidine-3-carboxamide formate C(=O)O.N1=CC(=C2N1C=CC=N2)C(=O)N